ClC=1C(=NC=C(C1)NC(=O)NC=1C=NC=2N(C1[C@H](C)OC)N=C(C2)Cl)C(=O)NOCC2=COC=C2 (S)-3-chloro-5-(3-(2-chloro-7-(1-methoxyethyl)pyrazolo[1,5-a]pyrimidin-6-yl)ureido)-N-(furan-3-ylmethoxy)pyridineamide